3-bromo-5-fluoro-1H-indazole BrC1=NNC2=CC=C(C=C12)F